2-(3-(2-((1,5-dimethyl-1H-pyrazol-3-yl)amino)-5-methylpyrimidin-4-yl)-1H-indol-7-yl)-4-(2-(trifluoromethyl)phenyl)isoindolin-1-one CN1N=C(C=C1C)NC1=NC=C(C(=N1)C1=CNC2=C(C=CC=C12)N1C(C2=CC=CC(=C2C1)C1=C(C=CC=C1)C(F)(F)F)=O)C